The molecule is the conjugate acid of 2,5-diaminohexanoic acid resulting from protonation of both amino groups and deprotonation of the carboxy group; major species at pH 7.3. It is an ammonium ion derivative and an amino-acid cation. It is a conjugate acid of a 2,5-diaminohexanoic acid. CC(CCC(C(=O)[O-])[NH3+])[NH3+]